Cl.CC1=C(C=CC(=C1)S(N[C@H](C)C1CCNCC1)(=O)=O)NC(=O)C=1C=2CCCC2C=CC1 (R)-N-(2-methyl-4-(N-(1-(piperidin-4-yl)ethyl)sulfamoyl)phenyl)-2,3-dihydro-1H-indene-4-carboxamide hydrochloride